C(C)(C)(C)OC(C(C)N1C(C2=C(CC1)SC(=C2)C2=NC(=NC=C2Cl)NC2CCOCC2)=O)=O 2-(2-(5-chloro-2-((tetrahydro-2H-pyran-4-yl)amino)pyrimidin-4-yl)-4-oxo-6,7-dihydrothieno[3,2-c]pyridin-5(4H)-yl)propionic acid tert-butyl ester